42-Amino-39,42-dioxo-3,6,9,12,15,18,21,24,27,30,33,36-dodecaoxa-40-azadotetracontyl (12-(3-(6-(3-(6-methyl-4-oxo-1,4-dihydropyrimidin-2-yl)ureido)hexyl)ureido)dodecyl)carbamate CC1=CC(N=C(N1)NC(NCCCCCCNC(NCCCCCCCCCCCCNC(OCCOCCOCCOCCOCCOCCOCCOCCOCCOCCOCCOCCOCCC(NCC(=O)N)=O)=O)=O)=O)=O